C(C)(C)(C)OC(=O)N1CCC1 1-tert-Butoxycarbonylazetidin